(3R)-3-(Dimethylamino)-N-(7-fluoro-2-formyl-indan-5-yl)tetrahydrofuran-3-carboxamide CN([C@]1(COCC1)C(=O)NC=1C=C2CC(CC2=C(C1)F)C=O)C